azetidine-3-carboxylic acid tert-butyl ester C(C)(C)(C)OC(=O)C1CNC1